ClC1=C(C(=CC=C1)F)C=1C2=CC=C(N2)C(=C2C=CC(C(=C3C=CC(=C(C=4C=CC1N4)C4=C(C=CC=C4F)Cl)N3)C3=C(C=CC=C3F)Cl)=N2)C2=C(C=CC=C2F)Cl 5,10,15,20-tetrakis(2-chloro-6-fluorophenyl)-porphyrin